propaneNAL C(C=C)=O